C(=O)NC1=C(C(=S)N)C=CC=C1 o-formamidothiobenzamide